C(C)(C)(C)OC(=O)C(CCN)N Tert-butyloxycarbonyl-1,3-diaminopropane